(R)-1-(3,5-dichloropyridazin-4-yl)ethanol ClC=1N=NC=C(C1[C@@H](C)O)Cl